NC([C@H](C)NC(OC(C)(C)C)=O)=O (S)-tert-butyl (1-amino-1-oxopropan-2-yl)carbamate